N[C@H]1CCC2=CC(=CC=C12)N1C(=NC=2C1=NC(=CC2)N2N=CC(=C2)C)C=2C(=NC=CC2)N (S)-3-(3-(1-amino-2,3-dihydro-1H-inden-5-yl)-5-(4-methyl-1H-pyrazol-1-yl)-3H-imidazo[4,5-b]pyridin-2-yl)pyridin-2-amine